C(C1=CC=CC=C1)N1[C@]([C@H](C1=O)C)(C(=O)O)CCN1C(C2=CC=CC=C2C1=O)=O (2R,3R)-1-benzyl-2-[2-(1,3-dioxo-1,3-dihydro-isoindol-2-yl)-ethyl]-3-methyl-4-oxoazetidine-2-carboxylic acid